C(=O)C1=C2C(=C3CCCOC3=C1O)C(=C(C(O2)=O)CC(=O)NCCOC)C 2-(5-formyl-6-hydroxy-1-methyl-3-oxo-3,8,9,10-tetrahydropyrano[3,2-f]chromen-2-yl)-N-(2-methoxyethyl)acetamide